2-bromo-1-(6-bromo-3-pyridyl)ethanone BrCC(=O)C=1C=NC(=CC1)Br